tert-butyl N-[(1S)-1-cyano-2-[(2S)-8-fluoro-3-oxo-4H-1,4-benzoxazin-2-yl]ethyl]carbamate C(#N)[C@H](C[C@@H]1OC2=C(NC1=O)C=CC=C2F)NC(OC(C)(C)C)=O